C(C)C1=CC=C(C2=CC=CC=C12)O 4-ethyl-1-naphthol